C[SiH](N([Si](C=C)(C=C)C=C)C=C)C dimethyltetravinyl-disilazane